Cl.CC1=C(C=NO1)CN 5-methyl-4-isoxazolemethylamine hydrochloride